C(C)(=O)OC1C(OC(C(C1OC(C)=O)OC(C)=O)C(=O)OC)OC1=CC=C(C=C1)CO 2-(4-(hydroxymethyl)phenoxy)-6-(methoxycarbonyl)tetrahydro-2H-pyran-3,4,5-triyl triacetate